C1(=CC=C(C=C1)CNC1=NC=C(C(=N1)O)C(=O)NCC(=O)O)C1=CC=CC=C1 2-(2-(([1,1'-biphenyl]-4-ylmethyl)amino)-4-hydroxypyrimidine-5-carboxamido)acetic acid